BrC=1C=C2CCCC(C2=CC1)NC(CCCCCCC(=O)NO)=O N1-(6-bromo-1,2,3,4-tetrahydronaphthalen-1-yl)-N8-hydroxyoctanediamide